FC(C1=C(C=CC=C1)[C@H]1CC[C@H](CC1)OC[C@@H]1NCCC[C@@H]1NS(=O)(=O)C)(F)F N-((2R,3S)-2-(((cis-4-(2-(trifluoromethyl)phenyl)-cyclohexyl)oxy)methyl)piperidin-3-yl)methanesulfonamide